C(=C)C=1SC2=C([N+]1C)C=CC=C2 ethenyl-3-methylbenzothiazolium